tert-butyl-(S)-3-[(R)-4-benzyl-2-oxo-oxazolidin-3-yl]-2-(4-chlorophenyl)-3-oxo-propyl-(isopropyl)carbamic acid C(C)(C)(C)[C@H](C(C(=O)N1C(OC[C@H]1CC1=CC=CC=C1)=O)C1=CC=C(C=C1)Cl)N(C(O)=O)C(C)C